ClC1=C(C=CC=C1)[C@H]1C[C@@H](CO1)C1=NOC(=N1)CN1C=NC=2N=CN(C2C1=O)C 1-((3-((3R,5R)-5-(2-chlorophenyl)tetrahydro-furan-3-yl)-1,2,4-oxadiazol-5-yl)methyl)-7-methyl-1,7-dihydro-6H-purin-6-one